2-oxo-6-(trifluoromethyl)-1,4-dihydro-2H-spiro[pyrido[2,3-b]pyrazine-3,3'-pyrrolidine]-1'-carbonitrile O=C1NC2=C(NC13CN(CC3)C#N)N=C(C=C2)C(F)(F)F